FC1=CC(=CC2=C1OCCO2)C=2N=C(NC2C2=CC(=NC=C2)C)N 4-(8-fluoro-2,3-dihydrobenzo[b][1,4]dioxin-6-yl)-5-(2-methylpyridin-4-yl)-1H-imidazol-2-amine